NC1=C(C=NC(=C1C1=C(C(=CC=C1)OC)C)N)C#N 4,6-diamino-5-(3-methoxy-2-methylphenyl)pyridine-3-carbonitrile